SCCS 1,2-dimercaptoethane